1-bromo-decanol BrC(CCCCCCCCC)O